N-methyl-3-(1H-tetrazol-5-yl)cyclobutane CN1N=NN=C1C1CCC1